4-ethynyl-3,6-dihydropyridine C(#C)C=1CC=NCC1